2-((2s,4s)-2-(aminomethyl)-5-chloro-2-phenyl-2,3-dihydrobenzofuran-4-yl)-3-fluoro-4-methoxy-N-methylbenzamide NC[C@@]1(OC2=C(C1)C(=C(C=C2)Cl)C2=C(C(=O)NC)C=CC(=C2F)OC)C2=CC=CC=C2